methyl (2E)-3-[1-(triphenylmethyl)-1H-imidazol-5-yl]prop-2-enoate C1(=CC=CC=C1)C(N1C=NC=C1/C=C/C(=O)OC)(C1=CC=CC=C1)C1=CC=CC=C1